C1(=CC=CC=C1)N(C(OCC1=C(C=CC=C1)COC(N(C1=CC=CC=C1)C1=CC=CC=C1)=O)=O)C1=CC=CC=C1 1,2-phenylenebis(methylene) bis(diphenylcarbamate)